8-cyclopropyl-2-(2,2-dimethylmorpholin-4-yl)-N-[(5-phenyl-4H-1,2,4-triazol-3-yl)methyl]pyrazolo[1,5-a][1,3,5]triazin-4-amine C1(CC1)C=1C=NN2C1N=C(N=C2NCC2=NN=C(N2)C2=CC=CC=C2)N2CC(OCC2)(C)C